2,4,6-trimethylbenzoyl-diphenylphosphin oxide CC1=C(C(=O)P(C2=CC=CC=C2)(C2=CC=CC=C2)=O)C(=CC(=C1)C)C